C(C1=CC=CC=C1)N1C2=C(SCC1)C=CC(=C2)C(CC(=O)O)NS(=O)C(C)(C)C 3-(4-Benzyl-3,4-dihydro-2H-benzo[b][1,4]thiazin-6-yl)-3-((tert-butylsulfinyl)amino)propanoic acid